OC1(C(N(C2=CC=CC=C12)CN1CCOCC1)=O)CC(=O)C1=C(C=CC=C1)O 3-hydroxy-3-(2-(2-hydroxyphenyl)-2-oxoethyl)-1-(morpholinomethyl)indol-2-one